acryloyloxyethylbenzyldimethyl-ammonium bromide [Br-].C(C=C)(=O)OCC[N+](C)(C)CC1=CC=CC=C1